(4-methoxyphenyl)-3-oxo-butanamide COC1=CC=C(C=C1)C(C(=O)N)C(C)=O